C12CNCC(CC1)N2C=2SC=1CN(CCC1N2)C(COC2=C(C=C(C=C2)F)C)=O 1-(2-(3,8-diazabicyclo[3.2.1]octan-8-yl)-6,7-dihydrothiazolo[5,4-c]pyridin-5(4H)-yl)-2-(4-fluoro-2-methylphenoxy)ethan-1-one